(4-(3,4-Difluoro-2-(trifluoromethyl)phenyl)piperidin-1-yl)(1,4,5,6-tetrahydropyrrolo[3,4-c]pyrazol-3-yl)methanone Hydrochloride Cl.FC=1C(=C(C=CC1F)C1CCN(CC1)C(=O)C=1C2=C(NN1)CNC2)C(F)(F)F